CCCCCCCC(=O)SCCNC(=O)CCNC(=O)[C@@H](C(C)(C)COP(=O)([O-])[O-])O The molecule is an S-acyl-4-phosphopantetheine obtained by deprotonation of the phosphate OH groups of S-octanoyl-4'-phosphopantetheine; major species at pH 7.3. It is a conjugate base of a S-octanoyl-4'-phosphopantetheine.